NC1=CC(=C2OCCCCCC[C@@](C3=NN=C(C1=N2)O3)(O)C(F)(F)F)C(F)(F)F (6S)-17-amino-6,15-bis(trifluoromethyl)-13,19-dioxa-3,4,18-triazatricyclo[12.3.1.12,5]nonadeca-1(18),2,4,14,16-pentaen-6-ol